C1(CC1)OC1=CC=2N(C=C1C(=O)NC=1C(N(C=CC1)[C@@H]1[C@@H](C1)F)=O)C=C(N2)C21COC(C2)(C1)C 7-cyclopropoxy-N-(1-((1S,2R)-2-fluorocyclopropyl)-2-oxo-1,2-dihydropyridin-3-yl)-2-(1-methyl-2-oxabicyclo[2.1.1]hexan-4-yl)imidazo[1,2-a]pyridine-6-carboxamide